2-bromo-4-fluoropyridin BrC1=NC=CC(=C1)F